5-amino-N-{4-[(3S)-3-aminopiperidin-1-yl]-7-hydroxy-7-methyl-6,7-dihydro-5H-cyclopenta[b]pyridin-3-yl}-2-(2,6-difluorophenyl)-1,3-thiazole-4-carboxamide NC1=C(N=C(S1)C1=C(C=CC=C1F)F)C(=O)NC=1C(=C2C(=NC1)C(CC2)(C)O)N2C[C@H](CCC2)N